(1-methylpyrrol-2-yl)methanamine CN1C(=CC=C1)CN